N-(2-methoxyethyl)-1-methyl-1H-pyrazol-4-amine COCCNC=1C=NN(C1)C